1-(2-chlorophenyl)-3-(6-methylbenzo[d]thiazol-2-yl)urea ClC1=C(C=CC=C1)NC(=O)NC=1SC2=C(N1)C=CC(=C2)C